COC=1C=C(C=CC1)N1C(NC(C(C1=O)(CCC1=CC=NC=C1)CCC1=CC=NC=C1)=O)=O 1-(3-methoxyphenyl)-5,5-bis[2-(4-pyridyl)ethyl]-2,4,6(1H,3H,5H)-pyrimidinetrione